CC1=CC=C(C=C1)S(=O)(=O)N[C@H](C(=O)NC1=CC=C(C=C1)N1CCOCC1)CC=1N=CN(C1)S(=O)(=O)CC1=CC=CC=C1 (S)-2-(4-methylphenylsulfonamido)-N-(4-morpholinophenyl)-3-(1-toluenesulfonyl-1H-imidazol-4-yl)propanamide